Octadecyl ((S)-(((2R,3S,5R)-5-(6-amino-2-fluoro-9H-purin-9-yl)-2-ethynyl-3-(((hexyloxy)carbonyl)oxy) tetrahydrofuran-2-yl)methoxy)(phenoxy)phosphoryl)-L-phenylalaninate NC1=C2N=CN(C2=NC(=N1)F)[C@H]1C[C@@H]([C@@](O1)(C#C)CO[P@](=O)(OC1=CC=CC=C1)N[C@@H](CC1=CC=CC=C1)C(=O)OCCCCCCCCCCCCCCCCCC)OC(=O)OCCCCCC